4-(3-fluoro-1-azetidinyl)-6,7-dimethyl-2-((2S)-2-(1-methyl-1H-pyrazol-4-yl)-4-morpholinyl)pteridine FC1CN(C1)C1=NC(=NC2=NC(=C(N=C12)C)C)N1C[C@@H](OCC1)C=1C=NN(C1)C